N-[4-[(6-Bromo-7-methoxy-1,5-naphthyridin-4-yl)oxy]-3-fluorophenyl]-5-(4-fluorophenyl)-6-methyl-4-oxo-1-propan-2-ylpyridine-3-carboxamide BrC=1N=C2C(=CC=NC2=CC1OC)OC1=C(C=C(C=C1)NC(=O)C1=CN(C(=C(C1=O)C1=CC=C(C=C1)F)C)C(C)C)F